1,11-diiodo-5-undecene ICCCCC=CCCCCCI